4-(((tert-butyldimethylsilyl)oxy)-methyl)phenol [Si](C)(C)(C(C)(C)C)OCC1=CC=C(C=C1)O